bis(benzonitrile) platinum (II) dichloride [Pt](Cl)Cl.C(C1=CC=CC=C1)#N.C(C1=CC=CC=C1)#N